acetyl-eugenol (eugenolacetate) C1(=C(O)C(=CC(CC=C)=C1)CC(=O)OC=1C(=CC(=CC1C(C)=O)CC=C)OC)OC